2-(2,6-dioxopiperidin-3-yl)-5-(3-oxoazetidin-1-yl)isoindolin-1,3-dione O=C1NC(CCC1N1C(C2=CC=C(C=C2C1=O)N1CC(C1)=O)=O)=O